ClC1=CC=C2C(=CC=NC2=C1)C=1C=C(C(=NC1)OC[C@](CC(C)C)(N)C)C(F)F (S)-1-((5-(7-chloroquinolin-4-yl)-3-(difluoromethyl)pyridin-2-yl)oxy)-2,4-dimethyl-pentan-2-amine